C(CC=C)(=O)P(OCC)(OCC)=O Diethyl but-3-enoylphosphonate